3-bromo-4-(2-(tosyloxy)ethoxy)pyrrolidine-1-carboxylic acid tert-butyl ester C(C)(C)(C)OC(=O)N1CC(C(C1)OCCOS(=O)(=O)C1=CC=C(C)C=C1)Br